NC1(CCN(CC1)C1=NC(=C2C(=N1)NN=C2C2=C(C1=C(N=C(S1)C)C=C2)Cl)C#N)CC(F)F 6-(4-amino-4-(2,2-difluoroethyl)piperidine-1-yl)-3-(7-chloro-2-methylbenzo[d]thiazol-6-yl)-1H-pyrazolo[3,4-d]pyrimidine-4-carbonitrile